C1CCC2=C(C=CC=C12)C1=C(C=C2C(=N1)C(=NN2CC2=CC=C(C=C2)OC)C=2C=CC(=NC2)C2CC(CC2)NC)OC 3-(5-(5-(2,3-dihydro-1H-inden-4-yl)-6-methoxy-1-(4-methoxybenzyl)-1H-pyrazolo[4,3-b]pyridin-3-yl)pyridin-2-yl)-N-methylcyclopentan-1-amine